2-butyl-3-[[4-[2-(2H-tetrazol-5-yl)phenyl]phenyl]methyl]-1,3-diazaspiro[4.4]non-1-en-4-one C(CCC)C1=NC2(C(N1CC1=CC=C(C=C1)C1=C(C=CC=C1)C=1N=NNN1)=O)CCCC2